(4,5-difluoro-2-(naphthalen-1-yl)phenyl)diphenylphosphine FC1=CC(=C(C=C1F)P(C1=CC=CC=C1)C1=CC=CC=C1)C1=CC=CC2=CC=CC=C12